2-(2-hydroxyethyl)-2,3-dihydro-1H-isoindol-1-one OCCN1C(C2=CC=CC=C2C1)=O